(2-fluorophenyl)-4-methanesulfinylpyridin-3-amine FC1=C(C=CC=C1)C1=NC=CC(=C1N)S(=O)C